ClC1=C(C=C(C=C1)F)C1NC(C2=C1C(=CC1=C(N(N=C21)C)C=2NC=NC2)NC(C2=CC(=CC(=C2)F)C(F)(F)F)=O)=O N-[6-(2-chloro-5-fluorophenyl)-3-(3H-imidazol-4-yl)-2-methyl-8-oxo-7,8-dihydro-6H-pyrrolo[4,3-g]indazol-5-yl]-5-fluoro-3-(trifluoromethyl)benzamide